C(C)N(C(=O)[C@H]1CCC[C@H]2[C@@H]3CC[C@H]4C[C@](CC[C@@H]4[C@H]3CC[C@]12C)(COC)O)CC (1S,4aS,4bR,6aS,8R,10aS,10bR,12aS)-N,N-diethyl-8-hydroxy-8-(methoxymethyl)-12a-methyloctadecahydrochrysene-1-carboxamide